C(C)(C)(C)OC(=O)N1C[C@@H]2COC3=C(CN2CC1)C=CC(=C3Cl)C3=C1C=NNC1=CC=C3C.C(=O)(O)CC(C[N+](C)(C)C)O 3-carboxyl-2-hydroxypropyl-trimethylammonium Tert-butyl-(12aR)-10-chloro-9-(5-methyl-1H-indazol-4-yl)-3,4,12,12a-tetrahydro-6H-pyrazino[2,1-c][1,4]benzoxazepine-2(1H)-carboxylate